C1(CC1)CC=1C=C2C=CNC2=CC1 5-cyclopropylmethyl-1H-indole